N-(4-iodo-6-(1-methyl-1H-pyrazol-4-yl)isoquinolin-3-yl)tetrahydro-2H-pyran-4-carboxamide IC1=C(N=CC2=CC=C(C=C12)C=1C=NN(C1)C)NC(=O)C1CCOCC1